O.S(=O)(=O)([O-])[O-].[Mn+2] Manganese sulfate, monohydrate